C(C)(C)[Si](C(C)C)(C(C)C)C#CC=1C=CC=C2C=CC=C(C12)C1=CC=2N=CN=C(C2C=N1)O 7-(8-((triisopropylsilyl)ethynyl)naphthalen-1-yl)pyrido[4,3-d]pyrimidin-4-ol